C(C)C1CC2CN3C1C(C1=C(CC3)C3=C(N1)C=CC(=N3)O)C2 7-ethyl-6,6a,7,8,9,10,12,13-octahydro-5H-6,9-methanopyrido[1,2-a]pyrido[2',3':4,5]pyrrolo[2,3-d]azepin-2-ol